(1R,2R,6S)-2-((2-fluoro-4-(trifluoromethyl)phenyl)carbamoyl)-6-(5-(methylamino)pyridin-2-yl)cyclohexane-1-carboxylic acid FC1=C(C=CC(=C1)C(F)(F)F)NC(=O)[C@H]1[C@@H]([C@H](CCC1)C1=NC=C(C=C1)NC)C(=O)O